3-[4-({[(tert-butoxyl)carbonyl]amino}sulfonyl)piperazin-1-yl]propanoic acid O(C(C)(C)C)C(=O)NS(=O)(=O)N1CCN(CC1)CCC(=O)O